ClC=1C(=NC=CC1C1=C(C(=CC=C1)C1=NC(=C(C=C1)CN1CC2(C1)CNC(C2)=O)OC)Cl)C2=CC(=C(C=O)C=C2)OC(F)F 4-(3-Chloro-4-(2-chloro-3-(6-methoxy-5-((7-oxo-2,6-diazaspiro[3.4]octan-2-yl)methyl)pyridin-2-yl)phenyl)pyridin-2-yl)-2-(difluoromethoxy)benzaldehyde